8-[4-[(3S)-1-(3-fluoropropyl)pyrrolidin-3-yl]oxyphenyl]-7-[4-(trifluoromethoxy)phenyl]-5,6-dihydronaphthalen-2-ol FCCCN1C[C@H](CC1)OC1=CC=C(C=C1)C1=C(CCC=2C=CC(=CC12)O)C1=CC=C(C=C1)OC(F)(F)F